CC(=O)N[C@@H]1[C@H]([C@H]([C@H](O[C@H]1O[C@@H]2[C@H](O[C@H]([C@@H]([C@H]2O)NC(=O)C)O[C@H]3[C@H]([C@H](O[C@H]([C@@H]3O)O[C@H]4[C@H]([C@H](O[C@H]([C@@H]4O)O[C@@H]5[C@H](O[C@H]([C@@H]([C@H]5O)O)O)CO)CO)O)CO)O)CO)CO)O)O The molecule is a polysaccharide derivative with a repeating unit consisting of beta-D-galactosyl, beta-D-galactosyl and beta-D-glucosyl residues linked sequentially (1->3) and (1->4), to the galactosyl residue at the non-reducing end of which is attached an N-acetyl-beta-D-galactosaminyl-(1->4)-N-acetyl-beta-D-glucosaminyl disaccharide unit via a (1->3) linkage, with all repeating units being linked (1->6). Desialylated capsular polysaccharide of Streptococcus suis serotype 1.